6-chloro-5-(trifluoromethyl)-1,3-benzoxazole-2-thiol ClC1=CC2=C(N=C(O2)S)C=C1C(F)(F)F